FC([C@H]1N(C(CN(C1)C)=C=O)C=1N=C2N(CCOC3=C2C=CC(=C3)NC(C(=O)N)C)C1)F 2-((2-((S)-2-(difluoromethyl)-4-methyl-6-carbonylpiperazin-1-yl)-5,6-dihydrobenzo[f]imidazo[1,2-d][1,4]oxazepin-9-yl)amino)propionamide